SC(C[C@H](C)O)(C)C (S)-4-mercapto-4-methylpentan-2-ol